C(C)(C)(C)OC1CCC(CC1)C1=C(C=CC=C1C)C(C(=O)OCC)N(C)CCC(C[C@H]1N(CCC1)C)C1=CC(=CC(=C1)F)Cl ethyl 2-(2-((1r,4S)-4-(tert-butoxy)cyclohexyl)-3-methylphenyl)-2-((3-(3-chloro-5-fluorophenyl)-4-((S)-1-methylpyrrolidin-2-yl)butyl)(methyl)-amino)acetate